4-bromo-2,6-dimethylphenylamine BrC1=CC(=C(C(=C1)C)N)C